(4-(5-(2-(4,4-difluoropiperidin-1-yl)-6-methylpyridin-4-yl)-1,3,4-oxadiazol-2-yl)-3-(6-azaspiro[2.5]oct-6-yl)phenyl)-1-hydroxy-2-methylpropane-2-sulfonamide FC1(CCN(CC1)C1=NC(=CC(=C1)C1=NN=C(O1)C1=C(C=C(C=C1)C(C(C)(S(=O)(=O)N)C)O)N1CCC2(CC2)CC1)C)F